ClC1=CC=C(C(=N1)C(=O)NS(=O)(=O)C)N[C@H](C)C1=NC(=CC2=C1N=C(N(C2=O)C)N2CC1=CC=C(C=C1C2)F)C (R)-6-chloro-3-((1-(2-(5-fluoroisoindolin-2-yl)-3,6-dimethyl-4-oxo-3,4-dihydropyrido[3,4-d]pyrimidin-8-yl)ethyl)amino)-N-(methylsulfonyl)picolinamide